3-(6-(bis(octyloxy)phosphoryl)pyridine-2-yl)acrylic acid C(CCCCCCC)OP(=O)(OCCCCCCCC)C1=CC=CC(=N1)C=CC(=O)O